(S)-3-((3-(2-(4-chlorophenyl)-2-hydroxyethyl)-1,2,4-oxadiazol-5-yl)methyl)-6-methyl-1-(methyl-d3)pyrimidine-2,4(1H,3H)-dione ClC1=CC=C(C=C1)[C@H](CC1=NOC(=N1)CN1C(N(C(=CC1=O)C)C([2H])([2H])[2H])=O)O